C(CC)OCOCCCC(CC(C)[Mg]Cl)C 6-propoxymethoxy-1,3-dimethylhexylmagnesium chloride